C[C@H]1CN(CCN1C(C=C)=O)C1C=2C(NCC1)=C(N(N2)C2=CC=C(C=C2)OC2=CC=CC=C2)C(=O)N 7-[(3S)-3-methyl-4-(prop-2-enoyl)piperazin-1-yl]-2-(4-phenoxyphenyl)-4,5,6,7-tetrahydro-2H-pyrazolo[4,3-b]pyridine-3-carboxamide